FC1=C(C=CC=C1)SC=1C=C2CCCC(C2=CC1)=O 6-[(2-fluorophenyl)thio]-1,2,3,4-tetrahydronaphthalen-1-one